4-HYDROXYCINNAMATE OC1=CC=C(C=CC(=O)[O-])C=C1